FC1=C(C=C(C=C1)F)[C@H]1N(CCNC1)C(=O)N1CC2(CCCC2)[C@](CC1)(O)CN1C=NC(=CC1=O)C1=C(C=CC=C1)OC 3-(((S)-7-((R)-2-(2,5-Difluoro-phenyl)piperazine-1-carbonyl)-10-hydroxy-7-azaspiro[4.5]decan-10-yl)methyl)-6-(2-meth-oxyphenyl)pyrimidin-4(3H)-one